FC1=CC=C(C=C1)C(C(=O)N[C@@H]([C@H](O)C)C(=O)N[C@H](CCC(=O)OCC)C(=O)OCC)(C)C Diethyl (2-(4-fluorophenyl)-2-methylpropanoyl)-L-threonyl-D-glutamate